5-(Methylamino)-6-(3-methylimidazo[4,5-c]pyridin-7-yl)-3-[(1-tetrahydropyran-4-ylpyrazol-4-yl)amino]pyrazine-2-carboxamide CNC=1N=C(C(=NC1C=1C2=C(C=NC1)N(C=N2)C)C(=O)N)NC=2C=NN(C2)C2CCOCC2